2-(5-fluoropyridin-3-yl)-5,8-dihydropyrido[3,4-d]pyrimidine-7(6H)-carboxylate FC=1C=C(C=NC1)C=1N=CC2=C(N1)CN(CC2)C(=O)[O-]